(2R)-N-(4-methyl-3-((1-(2-(1-methyl-1H-pyrazol-4-yl)-6-(thiophen-2-yl)pyridin-4-yl)ethyl)carbamoyl)phenyl)piperidine-2-carboxamide CC1=C(C=C(C=C1)NC(=O)[C@@H]1NCCCC1)C(NC(C)C1=CC(=NC(=C1)C=1SC=CC1)C=1C=NN(C1)C)=O